The molecule is conjugate acid of 1D-myo-inositol 2-(L-cysteinylamino)-2-deoxy-alpha-D-glucopyranoside arising from protonation of the amino acid nitrogen. It is a conjugate acid of a 1D-myo-inositol 2-(L-cysteinylamino)-2-deoxy-alpha-D-glucopyranoside. C([C@@H]1[C@H]([C@@H]([C@H]([C@H](O1)OC2[C@@H]([C@H](C([C@H]([C@H]2O)O)O)O)O)NC(=O)[C@H](CS)[NH3+])O)O)O